O=C1C(=CN(C2=CC=C(C=C12)O)CC(=O)O)CC1=C(C(=CC=C1)Cl)Cl oxo-6-hydroxy-3-(2,3-dichlorophenyl)methyl-1(4H)-quinolineacetic acid